N-(2-(4-(methylcarbamoyl)phenyl)benzo[d]imidazo[2,1-b]thiazol-7-yl)piperidine CNC(=O)C1=CC=C(C=C1)C=1N=C2SC3=C(N2C1)C=CC(=C3)N3CCCCC3